(1s,3s)-3-hydroxy-N-(2-(2-(trifluoromethyl)pyrimidin-4-yl)-1H-pyrrolo[3,2-c]pyridin-6-yl)cyclobutanecarboxamide OC1CC(C1)C(=O)NC1=CC2=C(C=N1)C=C(N2)C2=NC(=NC=C2)C(F)(F)F